(2-(6-(2,6-dimethylmorpholino-2,3,3,5,5,6-d6)-4-fluoropyridin-2-yl)-1,6-naphthyridin-7-yl)methanamine CC1(OC(C(N(C1([2H])[2H])C1=CC(=CC(=N1)C1=NC2=CC(=NC=C2C=C1)CN)F)([2H])[2H])([2H])C)[2H]